C(C(=C)C)(=O)OCCC(C(C(C(C(C(C(C(F)(F)F)(F)F)(F)F)(F)F)(F)F)(F)F)(F)F)(F)F 2-(perfluorooctyl)-ethyl methacrylate